N-[(1S)-2-[5-(bromomethyl)-2,4-difluoro-phenoxy]-1-methyl-ethyl]-1,1,1-trifluoro-methanesulfonamide BrCC=1C(=CC(=C(OC[C@H](C)NS(=O)(=O)C(F)(F)F)C1)F)F